C(C)(C)(C)C1=CC=C(CNC(CN)C)C=C1 N2-(4-tert-butylbenzyl)propane-1,2-diamine